C(C)OC=1SC2=C(N(C(C(=C2)C2=CN(C(C=C2)=O)C)=O)C=2C=C(C#N)C=CC2)N1 3-(2-ethoxy-6-(1-methyl-6-oxo-1,6-dihydropyridin-3-yl)-5-oxothiazolo[4,5-b]Pyridin-4(5H)-yl)benzonitrile